FC=1C=C(C=CC1F)C1(CCN(CC1)C1=NC(=NC(=C1)N1[C@@H](COCC1)C1=CC=CC=C1)C)O (R)-4-(3,4-difluorophenyl)-1-(2-methyl-6-(3-phenylmorpholino)pyrimidin-4-yl)piperidin-4-ol